N1C=NC=C1C=O 1H-IMIDAZOLE-5-CARBOXALDEHYDE